2-(7-chloroimidazo[1,5-a]pyridin-1-yl)-N-(6-chloropyrimidin-4-yl)acetamide ClC1=CC=2N(C=C1)C=NC2CC(=O)NC2=NC=NC(=C2)Cl